bis-styryl-anthracene C(=CC1=CC=CC=C1)C=1C2=CC=CC=C2C(=C2C=CC=CC12)C=CC1=CC=CC=C1